2-((2-fluoroethoxy)methyl)-tetrahydrofuran FCCOCC1OCCC1